5-(8-((1S,2S)-2-(1-oxo-2-(2,2,2-trifluoroethyl)-1,2-dihydroisoquinolin-7-yl)cyclopropyl)imidazo[1,2-b]pyridazin-6-yl)pyrimidine-2,4(1H,3H)-dione O=C1N(C=CC2=CC=C(C=C12)[C@@H]1[C@H](C1)C=1C=2N(N=C(C1)C=1C(NC(NC1)=O)=O)C=CN2)CC(F)(F)F